N,N'-bisallyl-terephthalamide C(C=C)NC(C1=CC=C(C(=O)NCC=C)C=C1)=O